C(C)(C)(C)C=1C=C(C=CC1)C1[C@@H]2CN(C[C@H]12)C(=O)C1CC2(C1)NC(CC2)=O (2r,4S)-2-((1R,5S,6S)-6-(3-(tert-Butyl)phenyl)-3-azabicyclo[3.1.0]hexane-3-carbonyl)-5-azaspiro[3.4]octan-6-one